ClC=1C(=NN(C1)CNC=O)C N-(4-chloro-3(s)-methyl-pyrazole-1-ylmethyl)-formamide